CC1=CC=C(O[C@@H]2CN(CCC2)C(CN2N=CC(=C2)NC(COC2=CC=CC=C2)=O)=O)C=C1 N-[1-[2-[(3S)-3-(4-methylphenoxy)-1-piperidyl]-2-oxo-ethyl]pyrazol-4-yl]-2-phenoxy-acetamide